1-[2,5-difluoro-4-(trifluoromethyl)phenyl]-3-[(1S)-1-(2-pyrimidin-2-yl-1,2,4-triazol-3-yl)ethyl]urea FC1=C(C=C(C(=C1)C(F)(F)F)F)NC(=O)N[C@@H](C)C=1N(N=CN1)C1=NC=CC=N1